3-chlorophenyl-methane ClC=1C=C(C=CC1)C